2,3-xylidine NC1=C(C(=CC=C1)C)C